4'-fluoro-3-hydroxy-4-methoxy-3'-methylbiphenyl-2,6-dicarbonitrile FC1=C(C=C(C=C1)C=1C(=C(C(=CC1C#N)OC)O)C#N)C